ClC=1C(=C(C=CC1F)[C@@H]1[C@@H](O[C@](C1)(C(F)(F)F)C)C(=O)NC1=CC(=NC=C1)C(=O)NC)OC (2R,3R,4S,5R)-4-[[3-(3-Chloro-4-fluoro-2-methoxy-phenyl)-5-methyl-5-(trifluoromethyl)tetrahydrofuran-2-carbonyl]amino]-N-methyl-pyridin-2-carboxamid